tert-butyl 4-(6-(8-fluoro-2-methylimidazo[1,2-a]pyridine-6-carboximidamido)-2-methylpyridin-3-yl)piperazine-1-carboxylate FC=1C=2N(C=C(C1)C(NC1=CC=C(C(=N1)C)N1CCN(CC1)C(=O)OC(C)(C)C)=N)C=C(N2)C